nonane-8-carboxylic acid CCCCCCCC(C)C(=O)O